C1(CC1)C1=NC=NC(=C1C1=NC(=C2C(=N1)N(N=C2)C2OCCCC2)NCC2=CC=C(C=C2)C=2N(C=C(N2)C(F)(F)F)C)OC 6-(4-cyclopropyl-6-methoxypyrimidin-5-yl)-N-(4-(1-methyl-4-(trifluoromethyl)-1H-imidazol-2-yl)benzyl)-1-(tetrahydro-2H-pyran-2-yl)-1H-pyrazolo[3,4-d]pyrimidin-4-amine